[3-[4-(7H-pyrrolo[2,3-d]pyrimidin-4-yl)-1H-pyrazol-1-yl]-1-(1-{[7-(trifluoromethyl)-1-benzothien-2-yl]carbonyl}piperidin-4-yl)azetidin-3-yl]acetonitrile N1=CN=C(C2=C1NC=C2)C=2C=NN(C2)C2(CN(C2)C2CCN(CC2)C(=O)C=2SC1=C(C2)C=CC=C1C(F)(F)F)CC#N